methyl-6-(4-(5'-(3,4-difluorophenyl)-3,3-dimethyl-5',6'-dihydrospiro[cyclobutane-1,7'-pyrrolo[2,3-b]pyrazine]-2'-carbonyl)-3,3-dimethylpiperazin-1-yl)-2,4-dimethylnicotinic acid CC=1C(=NC(=C(C(=O)O)C1C)C)N1CC(N(CC1)C(=O)C=1N=C2C(=NC1)N(CC21CC(C1)(C)C)C1=CC(=C(C=C1)F)F)(C)C